2-((1-(2-(3-chloroazetidin-1-yl)-6-methyl-4-oxo-4H-chromen-8-yl)ethyl)amino)benzoic acid ClC1CN(C1)C=1OC2=C(C=C(C=C2C(C1)=O)C)C(C)NC1=C(C(=O)O)C=CC=C1